CSC1=CC=C(C=C1)C(C(CC)=O)=O 1-(4-methylthiophenyl)butane-1,2-dione